diethyl 2,5-dibromohexanedioate BrC(C(=O)OCC)CCC(C(=O)OCC)Br